N1=CN=CC2=C1C=CCS2=O pyrimidothiopyranone